OC1=C(C(=O)NCCCCCCCC(=O)[O-])C=CC=C1.C(C)[N+](CC)(CC)CC Tetraethylammonium 8-(2-hydroxybenzoamido)octanoate